ClC=1C=NN2C1N=CC(=C2C(=O)NC[C@@H](F)C2=C(C=C(C=C2)Cl)Cl)OC2=CC(=CC=C2)C2CC2 3-chloro-6-(3-cyclopropylphenoxy)-N-[(2S)-2-(2,4-dichlorophenyl)-2-fluoro-ethyl]pyrazolo[1,5-a]pyrimidine-7-carboxamide